2,3-dimethylbenzene-1,4-diamine CC1=C(C=CC(=C1C)N)N